C1NCCC2=CC(=CC=C12)CNC([O-])=O (1,2,3,4-tetrahydroisoquinolin-6-ylmethyl)carbamate